F[C@H]1CN(CC[C@H]1OCC1CC(C1)C1=CC=CC=2N(C(N(C21)C)=O)COCC[Si](C)(C)C)C(=O)OC(C)(C)C Tert-butyl (3S,4R)-3-fluoro-4-[[3-[3-methyl-2-oxo-1-(2-trimethylsilylethoxymethyl) benzimidazol-4-yl]cyclobutyl]methoxy]piperidine-1-carboxylate